C[C@H]1N(C[C@@H](NC1)C)[C@@H](C)C1=CC=C2N=CC(=NC2=C1)C 7-((S)-1-((2R,5S)-2,5-dimethylpiperazin-1-yl)ethyl)-2-methylquinoxaline